2-(2-naphthoxy)-2-piperidine-ethanesulfonate C1=C(C=CC2=CC=CC=C12)OC1(NCCCC1)CCS(=O)(=O)[O-]